bis(sulfo-succinimide) suberate C(CCCCCCC(=O)O)(=O)O.S(=O)(=O)(O)C1C(=O)NC(C1)=O.S(=O)(=O)(O)C1C(=O)NC(C1)=O